COC(=O)C1CN(C1)CC1=CC2=CC=C(C=C2C[C@H]1C)SCCCC 1-{[(3R)-6-(butylsulfanyl)-3-methyl-3,4-dihydronaphthalen-2-yl]Methyl}azetidine-3-carboxylic acid methyl ester